N-(2-(4-phenylpiperidin-1-yl)ethyl)naphthalen-1-sulfonamide C1(=CC=CC=C1)C1CCN(CC1)CCNS(=O)(=O)C1=CC=CC2=CC=CC=C12